(3S)-3-methyl-1-[2-(1-phenyl-1H-pyrazol-4-yl)-1,3-thiazole-4-carbonyl]piperazine C[C@H]1CN(CCN1)C(=O)C=1N=C(SC1)C=1C=NN(C1)C1=CC=CC=C1